1-(2-(5-((4-(4-(trifluoromethyl)piperidin-1-yl)phenyl)amino)-1H-indazol-1-yl)ethyl)urea FC(C1CCN(CC1)C1=CC=C(C=C1)NC=1C=C2C=NN(C2=CC1)CCNC(=O)N)(F)F